6-chloro-N-[2-(2,4-dimethylphenyl)-2,2-difluoro-ethyl]-5-(oxetan-3-ylamino)-3-[3-(trifluoromethyl)phenoxy]pyridazine-4-carboxamide ClC1=C(C(=C(N=N1)OC1=CC(=CC=C1)C(F)(F)F)C(=O)NCC(F)(F)C1=C(C=C(C=C1)C)C)NC1COC1